IC1=C(C=NC2=NC=CC=C12)N 4-iodo-1,8-naphthyridin-3-amine